The molecule is an N-acylglycine in which the acyl group is specified as 4-methylbenzoyl. It has a role as a metabolite. CC1=CC=C(C=C1)C(=O)NCC(=O)O